1-iodoethane ICC